C12C(C3CC(CC(C1)C3)C2)NC(CN2S(N(CCC2)C2=CC=C(C=C2)C#N)(=O)=O)=O N-(adamantan-2-yl)-2-(6-(4-cyanophenyl)-1,1-dioxido-1,2,6-thiadiazinan-2-yl)acetamide